tert-Butyl (5-Bromo-3-hydroxypyridin-2-yl)carbamate BrC=1C=C(C(=NC1)NC(OC(C)(C)C)=O)O